2,4-dioxo-3,4-dihydropyrimidine-1(2H)-acetamide O=C1N(C=CC(N1)=O)CC(=O)N